8-(2-fluoro-5-(2-morpholinoethoxy)phenyl)-N-(6-morpholinopyridin-3-yl)quinazolin-2-amine FC1=C(C=C(C=C1)OCCN1CCOCC1)C=1C=CC=C2C=NC(=NC12)NC=1C=NC(=CC1)N1CCOCC1